Cl.CC1=C(C=CC=C1C(F)(F)F)[C@@H](C)N (1R)-1-[2-methyl-3-(trifluoromethyl)phenyl]ethane-1-amine hydrochloride